NC(CO)CCC1(CC1)C 2-amino-4-(1-methylcyclopropyl)butan-1-ol